CC1(CC(N(C(C1)C)C(=O)OC(C)(C)C)C)C(=O)[O-] 1-(tert-butyl) 4-methyl-2,6-dimethylpiperidine-1,4-dicarboxylate